4-[(2-{[5-(dimethylsulfamoyl)-4-methylpyridin-2-yl]amino}pyridin-4-yl)oxy]-3-fluorophenyl-3-(4-fluorophenyl)-2,4-dioxo-1-(propan-2-yl)-1,2,3,4-tetrahydropyrimidine-5-carboxamide CN(S(=O)(=O)C=1C(=CC(=NC1)NC1=NC=CC(=C1)OC1=C(C=C(C=C1)C1=C(C(N(C(N1C(C)C)=O)C1=CC=C(C=C1)F)=O)C(=O)N)F)C)C